6-Bromo-3-oxa-12-azatricyclo[7.4.1.05,14]tetradeca-5(14),6,8-triene hydrochloride Cl.BrC=1C=2COCC3CNCCC(=CC1)C32